OC1=C(C=C(C=C1)[N+](=O)[O-])C=NC1C(CCCC1)N=CC1=C(C=CC(=C1)[N+](=O)[O-])O N,N'-Bis[(2-hydroxy-5-nitrophenyl)-methylen]-1,2-diamino-cyclohexan